C(C)(=O)OC1(OCCC1I)C1=C(N=NC(=C1)Cl)Cl 2-(3,6-Dichloropyridazin-4-yl)-3-iodotetrahydrofuran-2-yl acetate